5-(2-((2,6-dimethylpyrimidin-4-yl)amino)pyrazolo[1,5-a]pyridin-5-yl)-1-methyl-1H-pyrazol-4-ol CC1=NC(=CC(=N1)NC1=NN2C(C=C(C=C2)C2=C(C=NN2C)O)=C1)C